1-bromo-2-Ethyl chloride BrCCCl